(E)-N-[[5-fluoro-3-(trifluoromethyl)pyridin-2-yl]methylidene]hydroxylamine FC=1C=C(C(=NC1)\C=N\O)C(F)(F)F